5-[[(3R,4R)-1-(4-bromo-2-fluorophenyl)-3,4-dihydroxypiperidin-4-yl]methoxy]-1H-quinoxalin-2-one BrC1=CC(=C(C=C1)N1C[C@H]([C@](CC1)(O)COC1=C2N=CC(NC2=CC=C1)=O)O)F